1-(3-((2-((1-(1-isobutylazetidin-3-yl)-1H-pyrazol-4-yl)amino)-5-(trifluoromethyl)pyrimidin-4-yl)amino)propyl)pyrrolidin-2-one C(C(C)C)N1CC(C1)N1N=CC(=C1)NC1=NC=C(C(=N1)NCCCN1C(CCC1)=O)C(F)(F)F